2-propenoic acid, 4-methyl-3-oxopentyl ester C(C=C)(=O)OCCC(C(C)C)=O